1-((2R,4aR,6R,7aS)-2-((4-ethylbenzyl)amino)-2-oxo-4H-furo[3,2-d][1,3,2]dioxaphosphorin-6-yl)-5-fluoropyrimidine-2,4(1H,3H)-dione C(C)C1=CC=C(CN[P@]2(OCC3=C(O2)C=C(O3)N3C(NC(C(=C3)F)=O)=O)=O)C=C1